C(=O)NCC1=NC=CC(=C1)NC(CN(C(OCC1=CC=CC=C1)=O)C)=O benzyl (2-((2-(formamidomethyl)pyridin-4-yl)amino)-2-oxoethyl)(methyl)carbamate